CC1(NC(C2=C1SC(=C2)C2=NC(=NC=C2C(F)(F)F)N[C@@H]2[C@@H](CN(CC2)S(=O)(=O)C=2N=CN(C2)C)C)=O)C 6,6-dimethyl-2-(2-(((3R,4S)-3-methyl-1-((1-methyl-1H-imidazol-4-yl)sulfonyl)piperidin-4-yl)amino)-5-(trifluoromethyl)pyrimidin-4-yl)-5,6-dihydro-4H-thieno[2,3-c]pyrrol-4-one